OC(CCN)S(=O)(=O)O Hydroxyl-3-aminopropanesulfonic acid